5-But-3-enyloxy-pentan-2-one C(CC=C)OCCCC(C)=O